[Cl-].OCCN1CN(C=C1)CCCC 1-(2-hydroxyethyl)-3-butylimidazole chloride salt